C(C)C1=C(C=CC=C1)N(C1=CC=CC=C1)CC(=CCCC(=CCCC(=CCO)C)C)C 2-ethyl-phenyl-anilinefarnesyl alcohol